C(C)(C)C1=CC=C(C=C1)NC(CN1N=C(C=CC1=O)C1=CC=C(C=C1)OC)=O N-(4-isopropylphenyl)-2-(3-(4-methoxyphenyl)-6-oxopyridazin-1(6H)-yl)acetamide